CN(C(=O)NC=1C(N(C=C(C1)C(F)(F)F)C)=O)C1CCN(CC1)C=1N=C2C(=NC1)NC=C2C 1-methyl-3-(1-methyl-2-oxo-5-(trifluoromethyl)-1,2-dihydropyridin-3-yl)-1-(1-(7-methyl-5H-pyrrolo[2,3-b]pyrazin-2-yl)piperidin-4-yl)urea